FC=1C(=NC=NC1N(CC1=CC(=CC=C1)N1N=CC=C1)C)NCC1(CCS(CC1)(=O)=O)O 4-[[[5-fluoro-6-[methyl-[(3-pyrazol-1-ylphenyl)methyl]amino]pyrimidin-4-yl]amino]methyl]-1,1-dioxo-thian-4-ol